C(#N)C1CN(CCO1)CCOC1=CC=2N(C=C1)C(=CN2)C2=CC(=C(C(=O)NC1CC1)C(=C2)OC)OC(F)F 4-[7-[2-(2-cyanomorpholin-4-yl)ethoxy]imidazo[1,2-a]pyridin-3-yl]-N-cyclopropyl-2-(difluoromethoxy)-6-methoxy-benzamide